(S*)-N-(2-Bromo-3-fluoropyridin-4-yl)-8-ethynyl-11,11-difluoro-8-hydroxy-3,4,8,9,10,11-hexahydro-1H-pyrido[4',3':3,4]pyrazolo[1,5-a]azepine-2(7H)-carboxamide BrC1=NC=CC(=C1F)NC(=O)N1CC=2C(=NN3C2C(CC[C@](C3)(O)C#C)(F)F)CC1 |o1:21|